2-(4-(3-chloro-4-(3-(6-methoxy-5-((7-oxo-2,6-diazaspiro[3.4]octan-2-yl)methyl)pyridin-2-yl)-2-methylphenyl)pyridin-2-yl)-2-methoxybenzyl)-2,6-diazaspiro[3.4]octan-7-one ClC=1C(=NC=CC1C1=C(C(=CC=C1)C1=NC(=C(C=C1)CN1CC2(C1)CNC(C2)=O)OC)C)C2=CC(=C(CN1CC3(C1)CNC(C3)=O)C=C2)OC